tert-butyl N-[(3S)-1'-[5-(cyclohexylsulfanyl)pyrazin-2-yl]-1,3-dihydrospiro[indene-2,4'-piperidin]-3-yl]carbamate C1(CCCCC1)SC=1N=CC(=NC1)N1CCC2(CC1)CC1=CC=CC=C1[C@H]2NC(OC(C)(C)C)=O